BrC=1C=C2C(=NC(N(C2=C(C1)C(F)(F)F)C)=O)NC(C)C=1N(N=CN1)C1=NC=CC=N1 6-bromo-1-methyl-4-[1-(2-pyrimidin-2-yl-1,2,4-triazol-3-yl)ethylamino]-8-(trifluoromethyl)quinazolin-2-one